tert-butyl-3-{[2-ethyl-4-{2-[(5-fluoropyridin-2-yl)amino]-2-oxoethyl}-5,8-dioxo-5,8-dihydro-4H-pyrazolo[1,5-a]pyrrolo[3,4-d]pyrimidin-6(7H)-yl]methyl}azetidine C(C)(C)(C)N1CC(C1)CN1C(C=2N(C=3N(C(C2C1)=O)N=C(C3)CC)CC(=O)NC3=NC=C(C=C3)F)=O